3-(3-(carboxymethyl)-2,5-dihydroxybenzoylamino)picolinic acid C(=O)(O)CC=1C(=C(C(=O)NC=2C(=NC=CC2)C(=O)O)C=C(C1)O)O